FC(C(C(F)(F)F)(O)C1=CC=C(C=C1)NC(=O)C1N(CC2=CC(=CC=C12)S(=O)(=O)C)C(=O)OC)(F)F Methyl 1-{[4-(1,1,1,3,3,3-hexafluoro-2-hydroxypropan-2-yl)phenyl]carbamoyl}-5-(methylsulfonyl)-1,3-dihydro-2H-isoindole-2-carboxylate